BrC1=C(\C=C/2\ON(OS2)CCCCCCC(=O)NO)C=CC=C1 (Z)-7-(5-(2-bromobenzylidene)-2,4-dioxathiazolidine-3-yl)-N-hydroxyheptanamide